2,2'-bistrifluoromethyl-4,4'-biphenyldiamine FC(C1=C(C=CC(=C1)N)C1=C(C=C(C=C1)N)C(F)(F)F)(F)F